tert-butyl (3S)-3-(5-fluoro-6-methyl-3-pyridyl)isoxazolidine-2-carboxylate FC=1C=C(C=NC1C)[C@H]1N(OCC1)C(=O)OC(C)(C)C